FC1=C(C(=CC(=C1)OC)F)C1=C(C(N(N1C)C1=NC(=CC=C1C(F)(F)F)N(S(=O)(=O)C)C)=O)C1=C(C(=O)N)C=CC(=C1)OC(F)F (5-(2,6-difluoro-4-methoxyphenyl)-1-methyl-2-(6-(N-methylmethanesulfonamido)-3-(trifluoromethyl)pyridin-2-yl)-3-oxo-2,3-dihydro-1H-pyrazol-4-yl)-4-(difluoromethoxy)benzamide